FC1=C(C(=O)N)C=CC(=C1)C1=CN=C2C(=N1)N(C=N2)C(C)C=2C=C1C=CC=NC1=CC2F 2-fluoro-4-(1-(1-(7-fluoro-quinolin-6-yl)-ethyl)-1H-imidazo[4,5-b]pyrazin-6-yl)-benzamide